1-β-D-ribofuranosyl-1,2,4-triazole-3-carboxamidine [C@@H]1([C@H](O)[C@H](O)[C@H](O1)CO)N1N=C(N=C1)C(=N)N